ClC1=C(OCCCN2C[C@@H](CC2)O)C=CC=C1C=1N(C2=NC=NC(=C2N1)OC1(CC1)C)CC1=NC=CC(=C1)C (R)-1-(3-(2-chloro-3-(6-(1-methylcyclopropoxy)-9-((4-methylpyridin-2-yl)methyl)-9H-purin-8-yl)phenoxy)propyl)pyrrolidin-3-ol